dodecanoyladipamide C(CCCCCCCCCCC)(=O)C(C(=O)N)CCCC(=O)N